N1(N=NC=C1)C1=CC=C(C=C1)S(=O)(=O)[C@@H]1C[C@H](N(C1)C(=O)C1(CC1)C(F)(F)F)C(=O)NC1(CC1)C#N (2S,4R)-4-(4-(1H-1,2,3-triazol-1-yl)phenylsulfonyl)-N-(1-cyanocyclopropyl)-1-(1-(trifluoromethyl)cyclopropanecarbonyl)pyrrolidine-2-carboxamide